[Si](C)(C)(C(C)(C)C)OC1CC(C1)N1N=CC(=C1)[N+](=O)[O-] 1-(3-((tert-butyldimethylsilyl)oxy)cyclobutyl)-4-nitro-1H-pyrazole